CN(CCC1=CNC2=CC=CC(=C12)C(C(=O)O)C1(CCCCC1)CN)C.C(C)OC1C(C1)C(=O)NC1=CC(=C(C=C1)F)N1N=C2N=CC(=CC2=C1)C(C)C 2-ethoxy-N-{4-fluoro-3-[5-(propan-2-yl)-2H-pyrazolo[3,4-b]pyridin-2-yl]phenyl}cyclopropane-1-carboxamide 3-(2-(dimethylamino)ethyl)-1H-indol-4-yl-2-(1-(aminomethyl)cyclohexyl)acetate